(S)-N-(1-(6,7-difluoro-4-oxo-3,4-dihydrophthalazin-1-yl)ethyl)-N-methylbenzo[d]thiazole-6-carboxamide FC=1C=C2C(NN=C(C2=CC1F)[C@H](C)N(C(=O)C1=CC2=C(N=CS2)C=C1)C)=O